N-{8-[4-amino-2-(2-methyloxyethyl)-1H-imidazo[4,5-c]quinolin-1-yl]octyl}-N-phenylurea NC1=NC=2C=CC=CC2C2=C1N=C(N2CCCCCCCCN(C(=O)N)C2=CC=CC=C2)CCOC